FC(C=1N=C(OC1C(=O)N1[C@@H](C2=C(CC1)NC=N2)C=2OC1=C(N2)C=CC=C1F)C1=NN(C=C1)C)F (S)-(4-(difluoromethyl)-2-(1-methyl-1H-pyrazol-3-yl)oxazol-5-yl)(4-(7-fluorobenzo[d]oxazol-2-yl)-6,7-dihydro-1H-imidazo[4,5-c]pyridin-5(4H)-yl)methanone